1-(1-iodo-3-tosyl-3,6,8,9-tetrahydro-7H-pyrrolo[2,3-c][2,7]naphthyridin-7-yl)ethan-1-one IC1=CN(C=2N=CC=3CN(CCC3C21)C(C)=O)S(=O)(=O)C2=CC=C(C)C=C2